3-chloro-N-((2,4-dichloro-6-(cyclopropylamino)phenyl)carbamoyl)-5-(trifluoromethyl)picolinamide ClC=1C(=NC=C(C1)C(F)(F)F)C(=O)NC(NC1=C(C=C(C=C1NC1CC1)Cl)Cl)=O